3-[2-[4-(5,8-dichloro-4-oxo-chromen-2-yl)phenoxy]ethoxy]cyclobutanecarboxylic acid ClC1=C2C(C=C(OC2=C(C=C1)Cl)C1=CC=C(OCCOC2CC(C2)C(=O)O)C=C1)=O